ClC=1C=C2C(=NC1OC)C=C(N2C)C(=O)NN 6-chloro-5-methoxy-1-methyl-1H-pyrrolo[3,2-b]pyridine-2-carbohydrazide